FC=1C(=C(C=CC1F)C(=O)N1CC(C1)(O)[C@H]1[C@H](CCCC1)O)NC1=C(C=C(C=C1)I)F |r| (±)-1-({3,4-difluoro-2-[(2-fluoro-4-iodophenyl)amino]phenyl}carbonyl)-3-[(cis)-2-hydroxycyclohexyl]azetidin-3-ol